(R)-(3-aminopiperidin-1-yl)(2-(5-fluoro-1-(4-methoxybenzyl)-1H-indol-2-yl)-3,4-dihydro-5-oxa-1,2a-diazaacenaphthylen-7-yl)methanone N[C@H]1CN(CCC1)C(=O)C=1C=C2OCCN3C(=NC(C1)=C32)C=3N(C2=CC=C(C=C2C3)F)CC3=CC=C(C=C3)OC